4-(1-methyl-1H-indazol-3-yl)pyrimidine-5-carbonitrile CN1N=C(C2=CC=CC=C12)C1=NC=NC=C1C#N